2-Cyanoethyl ((1R,2S,3R,5R)-5-(2-(dimethoxyphosphoryl) ethyl)-3-(2,4-dioxo-3,4-dihydropyrimidin-1(2H)-yl)-2-methoxycyclopentyl) diisopropylphosphoramidite C(C)(C)N(P(OCCC#N)O[C@H]1[C@H]([C@@H](C[C@@H]1CCP(=O)(OC)OC)N1C(NC(C=C1)=O)=O)OC)C(C)C